C(#N)CC(=O)N1C(CC(=CC1CC)C1=C2C(=NC(=C1)NC(=O)C1CC1)NC=C2)CC N-(4-(1-(2-cyanoacetyl)-2,6-diethyl-1,2,3,6-tetrahydropyridin-4-yl)-1H-pyrrolo[2,3-b]pyridin-6-yl)cyclopropylcarboxamide